FC1=C(C#N)C=CC(=C1)C1=NC(=NC2=CC=C(C=C12)C1=C(C=CC=C1)C)NC[C@H]1CNCC1 (R)-2-fluoro-4-(2-((pyrrolidin-3-ylmethyl)amino)-6-(o-methylphenyl)quinazolin-4-yl)benzonitrile